Methyl-(S,E)-(7-(dimethylamino)-1-((1-((4-isobutyl-6-methyl-1H-imidazo[4,5-c]pyridin-2-yl)methyl)-2-oxo-1,2-dihydropyridin-3-yl)amino)-1,7-dioxohept-5-en-2-yl)carbamat COC(N[C@H](C(=O)NC=1C(N(C=CC1)CC=1NC2=C(C(=NC(=C2)C)CC(C)C)N1)=O)CC\C=C\C(=O)N(C)C)=O